6-methyl-3-(2-(pyridin-4-yl)ethyl)quinazolin-4(3H)-one CC=1C=C2C(N(C=NC2=CC1)CCC1=CC=NC=C1)=O